(+)-4-[[2-[6-fluoro-3-(4-fluorobenzyl)-3,4-dihydroisoquinolin-2(1H)-yl] ethylamino] methyl]-N-isopropylanilinemono-fumarate FC=1C=C2CC(N(CC2=CC1)CCNCC1=CC=C(N(\C(=C/C(=O)[O-])\C(=O)[O-])C(C)C)C=C1)CC1=CC=C(C=C1)F